ClC1=CC(=C2C(=N1)N(C=C2)C2S(CC2)(=O)=O)CO (6-chloro-4-(hydroxymethyl)-1H-pyrrolo[2,3-B]pyridin-1-yl)thietane 1,1-dioxide